C(C=C)(=O)N1C[C@H](CC1)N1N=C(C(=C1NC1CCN(CC1)C)C(=O)N)C#CC1=CC(=CC(=C1)OC)OC (S)-1-(1-acryloylpyrrolidin-3-yl)-3-((3,5-dimethoxyphenyl)ethynyl)-5-((1-methylpiperidin-4-yl)amino)-1H-pyrazole-4-carboxamide